C(C(C)C)N1C[C@@H](CCC1)N1C(NC2=C1C=C(C(=C2)C=2C=C(C=1N(C2)N=CN1)C)C)=O (R)-1-(1-isobutylpiperidin-3-yl)-6-methyl-5-(8-methyl-[1,2,4]triazolo[1,5-a]pyridin-6-yl)-1,3-dihydro-2H-benzo[d]imidazol-2-one